FC=1C=C(C=C(C1)S(=O)(=O)C)CC1CC2(CN(C2)C(=O)N2CC3(C2)CC(C3)N3N=C(N=C3)C(F)(F)F)C1 [6-[(3-fluoro-5-methylsulfonyl-phenyl)methyl]-2-azaspiro[3.3]heptan-2-yl]-[6-[3-(trifluoromethyl)-1,2,4-triazol-1-yl]-2-azaspiro[3.3]heptan-2-yl]methanone